(S)-5-(5-Difluoromethyl-1,2,4-oxadiazol-3-yl)-2,3-dihydrospiro[inden-1,4'-oxazolidin]-2'-on FC(C1=NC(=NO1)C=1C=C2CC[C@]3(NC(OC3)=O)C2=CC1)F